C[Si](O[Si](CCC)(CCC)C)(CCC)CCC 1,3-dimethyl-1,1,3,3-tetrapropyl-disiloxane